C(CCCCCCCCCCCCCCCCCCC(=O)O)(=O)O (e)-eicosanedioic acid